BrC=1NC=CC1 bromoazole